5-ethynyl-N-(1H-indol-3-yl)isoindoline-2-carboxamide [3,5-bis(t-butyl)phenyl]borate C(C)(C)(C)C=1C=C(C=C(C1)C(C)(C)C)OB(O)O.C(#C)C=1C=C2CN(CC2=CC1)C(=O)NC1=CNC2=CC=CC=C12